(rac)-3-methyl-2,3-dihydrobenzofuran C[C@H]1COC2=C1C=CC=C2 |r|